FC(C1=CC=C(C=C1)C1=NC(=CC2=CC=CC=C12)C(C)(C)NC(C=C)=O)(F)F N-(2-(1-(4-(trifluoromethyl)phenyl)isoquinolin-3-yl)propan-2-yl)acrylamide